FC=1C=C(C=CC1OC(F)(F)F)C(=O)N1CCC(CC1)C1=NOC(=C1)NCCO [3-fluoro-4-(trifluoromethoxy)phenyl]-[4-[5-(2-hydroxyethylamino)isoxazol-3-yl]-1-piperidyl]methanone